OC[C@H](C=1C=C(C=CC1)C)NC(CC)=O N-((S)-2-hydroxy-1-(m-tolyl)ethyl)propionamide